N-(1-cyanocyclopropyl)-7-(4-isobutyrylpiperazin-1-yl)pyrazolo[1,5-a]pyridine-5-sulfonamide C(#N)C1(CC1)NS(=O)(=O)C1=CC=2N(C(=C1)N1CCN(CC1)C(C(C)C)=O)N=CC2